sodium lauryl glutamate N[C@@H](CCC(=O)[O-])C(=O)OCCCCCCCCCCCC.[Na+]